NC1=NC(=NC(=N1)NC)NCC1=CC=CC=C1 2-amino-4-methylamino-6-benzylamino-1,3,5-triazine